[Si](C1=CC=CC=C1)(C1=CC=CC=C1)(C(C)(C)C)OC[C@H]1N(C[C@@H](C1)OC(C)C)C(=O)OC(C)(C)C tert-butyl (2s,4r)-2-(((tert-butyldiphenylsilyl) oxy) methyl)-4-isopropoxypyrrolidine-1-carboxylate